CN(C)CC1=C(C=CC=C1)C1=CC=C(S1)C(C)NC=1C2=C(N=C(N1)C)C=NC(=C2)F N-[1-(5-{2-[(dimethylamino)-methyl]phenyl}thiophen-2-yl)ethyl]-6-fluoro-2-methylpyrido[3,4-d]pyrimidin-4-amine